tris[4-(2-methylpropyl)phenyl] phosphate P(=O)(OC1=CC=C(C=C1)CC(C)C)(OC1=CC=C(C=C1)CC(C)C)OC1=CC=C(C=C1)CC(C)C